C(C)C=1SC(=C(N1)C1=NC(=CC=C1)C)OC1=CC(=NC=C1)NC1=NC=C(C(=O)NC=2C=C(C(=O)OCCN(C)C)C=C(C2)F)C=C1 2-(Dimethylamino)ethyl 3-(6-((4-((2-ethyl-4-(6-methylpyridin-2-yl)thiazol-5-yl)oxy)pyridin-2-yl)amino)nicotinamido)-5-fluorobenzoate